CN(C1=NC(=NC=C1)C#N)C 4-(dimethylamino)pyrimidine-2-carbonitrile